CC=1[C@H]([C@H](C=CC1)O)O (1S,2R)-3-methyl-3,5-cyclohexadiene-1,2-diol